C(C)(C)(C)OC(=O)NC1(CN(CC1)C1=C(C(=C(C=C1)F)C(F)(F)F)CN1C2=NC=NC(=C2N=C1)NC(=O)OC(C)(C)C)C(=O)O 3-((tert-butoxycarbonyl)amino)-1-(2-((6-((tert-butoxycarbonyl)amino)-9H-purin-9-yl)methyl)-4-fluoro-3-(trifluoromethyl)phenyl)pyrrolidine-3-carboxylic acid